4-{6-[8-cyclopentyl-6-(1-ethoxy-vinyl)-5-methyl-Yl-7-oxo-7,8-dihydro-pyrido[2,3-d]Pyrimidin-2-ylamino]-pyridin-3-yl}-2,2-dimethyl-piperazine-1-carboxylic acid tert-butyl ester C(C)(C)(C)OC(=O)N1C(CN(CC1)C=1C=NC(=CC1)NC=1N=CC2=C(N1)N(C(C(C2=C)C(=C)OCC)=O)C2CCCC2)(C)C